NC\C=C(\CS(=O)(=O)C1=C(OCC2=CC=C(C=C2)S(=O)(=O)N(C(C)C)C(C)C)C=CC=C1)/F (Z)-4-((2-((4-amino-2-fluorobut-2-en-1-yl)sulfonyl)phenoxy)methyl)-N,N-diisopropylbenzenesulfonamide